5-(5-cyclopropylhexahydropyrrolo[3,4-c]pyrrol-2(1H)-yl)-N-(8-fluoro-2-methylimidazo[1,2-a]pyridin-6-yl)pyrazine-2-carboxamide C1(CC1)N1CC2C(C1)CN(C2)C=2N=CC(=NC2)C(=O)NC=2C=C(C=1N(C2)C=C(N1)C)F